N-((1r,3r)-3-(6-((3-(4-((2-(2,6-dioxopiperidin-3-yl)-1,3-dioxoisoindoline-5-yl)glycyl)piperazin-1-yl)propyl)amino)-9H-purin-9-yl)cyclobutyl)-6-methylpicolinamide O=C1NC(CC[C@H]1N1C(C2=CC=C(C=C2C1=O)NCC(=O)N1CCN(CC1)CCCNC1=C2N=CN(C2=NC=N1)C1CC(C1)NC(C1=NC(=CC=C1)C)=O)=O)=O